5-ethyl-6-fluoro-4-(8-fluoro-4-[(3R)-3-fluoro-3-methylpiperidin-1-yl]-2-{[(2R,7aS)-2-fluorotetrahydro-1H-pyrrolizin-7a(5H)-yl]methoxy}pyrido[4,3-d]pyrimidin-7-yl)naphthalen-2-ol C(C)C1=C2C(=CC(=CC2=CC=C1F)O)C1=C(C=2N=C(N=C(C2C=N1)N1C[C@](CCC1)(C)F)OC[C@]12CCCN2C[C@@H](C1)F)F